C(C)(C)(C)OC(=O)N1CCC(=CC1)C=1SC2=C(N1)C(=CC(=C2)C(=O)OC)C methyl 2-(1-(tert-butoxycarbonyl)-1,2,3,6-tetrahydropyridin-4-yl)-4-methylbenzo[d]thiazole-6-carboxylate